(cis)-cyclopentane-1,3-diol [C@H]1(C[C@@H](CC1)O)O